Acryloyloxybutyl maleate C(\C=C/C(=O)[O-])(=O)OCCCCOC(C=C)=O